methyl 6-[1-(tert-butoxycarbonyl)azetidin-3-yl]-4-(2-methoxyphenyl)pyridine-3-carboxylate C(C)(C)(C)OC(=O)N1CC(C1)C1=CC(=C(C=N1)C(=O)OC)C1=C(C=CC=C1)OC